COC1=CC(=CC2=C1N(C(=N2)C2=CC=1C=3N2CCN(C3C=CC1)CC=1C=NN(C1)C)C)C=O (7-methoxy-1-methyl-2-(1-((1-methyl-1H-pyrazol-4-yl)methyl)-2,3-dihydro-1H-pyrrolo[1,2,3-de]quinoxalin-5-yl)-1H-benzo[d]imidazol-5-yl)methanone